ferric tetraoxide [O-2].[O-2].[O-2].[O-2].[Fe+3]